C(C=C)(=O)OCC(CCCCCCCCCC)OC(C=C)=O 1,2-dodecandiol diacrylate